O[C@H]1CN(CC1)CC(=O)N1C[C@H](CC1)C(=O)N(C)C(C(=O)N)C(C)C 2-{1-[(3S)-1-{2-[(3R)-3-hydroxypyrrolidin-1-yl]acetyl}pyrrolidin-3-yl]-N-methylformamido}-3-methylbutanamide